ClC1=C2C(=CN=C1)NN(C2NC(CC)=O)CC2=CC=C(C=C2)C(F)(F)F N-(4-chloro-2-(4-(trifluoro-methyl)benzyl)-1H-pyrazolo[3,4-c]pyridin-3-yl)propionamide